C(C1=CC=CC=C1)OC(C(C(C)=O)CNC(C1=CC=CC=C1)(C1=CC=CC=C1)C1=CC=CC=C1)=O 2-tritylaminomethyl-3-oxobutanoic acid benzyl ester